4-Bromo-7-dibromomethyl-benzo[1,2,5]thiadiazole BrC1=CC=C(C=2C1=NSN2)C(Br)Br